2,4-dichloro-6-Methyl-5-nitropyrimidine ClC1=NC(=C(C(=N1)Cl)[N+](=O)[O-])C